(2R)-2-amino-2-(4-ethylsulfonylphenyl)ethanol N[C@@H](CO)C1=CC=C(C=C1)S(=O)(=O)CC